N-(2-Amino-6-methylphenyl)-2-(1-cyclohexylethoxy)-5-fluoro-4-[3-(1-hydroxyethyl)-4-methyl-5-oxo-4,5-dihydro-1H-1,2,4-triazol-1-yl]benzamid NC1=C(C(=CC=C1)C)NC(C1=C(C=C(C(=C1)F)N1N=C(N(C1=O)C)C(C)O)OC(C)C1CCCCC1)=O